6-(2,4-Dimethoxypyrimidin-5-yl)-3-methyl-4-((1S,2S)-2-(trifluoromethyl)cyclopropyl)pyridazine COC1=NC=C(C(=N1)OC)C1=CC(=C(N=N1)C)[C@@H]1[C@H](C1)C(F)(F)F